2-(2-(cyclopropanesulfonamido)thiazol-4-yl)-2-methyl-N-(4-(6-morpholinopyrazin-2-yl)phenyl)propanamide C1(CC1)S(=O)(=O)NC=1SC=C(N1)C(C(=O)NC1=CC=C(C=C1)C1=NC(=CN=C1)N1CCOCC1)(C)C